N-[5-[[tert-butyl-(dimethyl)silyl]oxymethyl]thiazol-2-yl]acetamide tert-butyl-5-((2-chloro-5-cyanopyrimidin-4-yl)amino)-3,4-dihydroisoquinoline-2(1H)-carboxylate C(C)(C)(C)OC(=O)N1CC2=CC=CC(=C2CC1)NC1=NC(=NC=C1C#N)Cl.C(C)(C)(C)[Si](OCC1=CN=C(S1)NC(C)=O)(C)C